F[C@H]1CN(CC[C@H]1NC1=CC=CC=2N1N=C(C2\C=C\C)C#CCNC2=C(C=C(C=C2)S(=O)(=O)C)OC)C N-((3S,4R)-3-fluoro-1-methylpiperidin-4-yl)-2-(3-((2-methoxy-4-(methylsulfonyl)phenyl)amino)prop-1-yn-1-yl)-3-((E)-prop-1-en-1-yl)pyrazolo[1,5-a]pyridin-7-amine